Cl.BrC=1C(=NC(=NC1)NC1=C(C=C(C(=C1)C=1C=NN(C1)C)N1CCNCC1)OC)NC=1C(=C2N=CC=NC2=CC1)P(C)(C)=O (6-((5-Bromo-2-((2-methoxy-5-(1-methyl-1H-pyrazol-4-yl)-4-(piperazine-1-yl)phenyl)amino)pyrimidin-4-yl)amino)quinoxalin-5-yl)dimethylphosphine oxide hydrochloride